(R)-1-(3-chloro-5'-fluoro-2'-hydroxy-3''-(3-methylpiperazin-1-yl)-[1,1':3',1''-terphenyl]-4-yl)-3-methyl-1H-imidazol-2(3H)-one ClC=1C=C(C=CC1N1C(N(C=C1)C)=O)C1=C(C(=CC(=C1)F)C1=CC(=CC=C1)N1C[C@H](NCC1)C)O